C(C(CC(=O)OCC#C)C(=O)OCC#C)C(=O)OCC#C 1,2,3-propanetricarboxylic acid, 1,2,3-tri-2-propyn-1-yl ester